(Dimethylamino)-6-furfurylamino-9-(tetrahydrofuran-2-yl)-9H-purine CN(C)C1=NC(=C2N=CN(C2=N1)C1OCCC1)NCC1=CC=CO1